2-FORMYL-5-HYDROXY-N-METHYLBENZAMIDE C(=O)C1=C(C(=O)NC)C=C(C=C1)O